C(CCCCCC=CC=CCC)CC(=O)[O-] dodec-7,9-dien-1-ylacetate